ClC1=C2C(=C(N=N1)OC)NC=C2 4-chloro-7-methoxy-1H-pyrrolo[2,3-d]pyridazine